C1(CC1)S(=O)(=O)N1N=CC(=C1)C1=NC=CC(=N1)NC1=NC=C(C(=C1)N1CC(CCC1)C(F)(F)F)C#CC=1C=NN(C1)C (1-(cyclopropylsulfonyl)-1H-pyrazol-4-yl)-N-(5-((1-methyl-1H-pyrazol-4-yl)ethynyl)-4-(3-(trifluoromethyl)piperidin-1-yl)pyridin-2-yl)pyrimidin-4-amine